FC=1C=C(CC=2C=NN(C2)C(=O)N[C@@H]2C(N(C3=C(OC2)C=CC(=C3)OCC(C)(C)O)C)=O)C=CC1 (S)-4-(3-Fluorobenzyl)-N-(7-(2-hydroxy-2-methylpropyloxy)-5-methyl-4-oxo-2,3,4,5-tetrahydrobenzo[b][1,4]oxazepin-3-yl)-1H-pyrazole-1-carboxamide